4-((1'-(2,2-difluoropropyl)spiro[indoline-3,4'-piperidin]-1-yl)sulfonyl)-N,N-dimethylbenzenesulfonamide FC(CN1CCC2(CC1)CN(C1=CC=CC=C12)S(=O)(=O)C1=CC=C(C=C1)S(=O)(=O)N(C)C)(C)F